C1(=CC=CC=C1)NCC1=CC=C(C=C1)C=1N(C2=CC=CC(=C2C1)NC1CCS(CC1)(=O)=O)CC(F)(F)F 4-[(2-{4-[(phenylamino)methyl]phenyl}-1-(2,2,2-trifluoroethyl)-1H-indol-4-yl)amino]-1λ6-thiane-1,1-dione